ClC=1C=C(C=C(C1)Cl)N1[C@H](CN(CC1)C(C=C)=O)C 1-[(3S)-4-(3,5-dichlorophenyl)-3-methyl-piperazin-1-yl]prop-2-en-1-one